FC1CC=2C=C3CCCC3=C(C2C1)N 2-fluoro-1,2,3,5,6,7-hexahydro-s-indacen-4-amine